3-(6-(7-hydroxyoctyl)-1-oxo-isoindolin-2-yl)piperidine-2,6-dione OC(CCCCCCC1=CC=C2CN(C(C2=C1)=O)C1C(NC(CC1)=O)=O)C